N-((5-bromo-3-(2-methoxyethyl)thiophen-2-yl)sulfonyl)-2,4-dichlorobenzamide BrC1=CC(=C(S1)S(=O)(=O)NC(C1=C(C=C(C=C1)Cl)Cl)=O)CCOC